FC=1C(=C(C=CC1)NC1=C(NC2=C1C(NCC2)=O)C2=C(C=NC=C2)OCC(C)(C)OC)OC 3-((3-fluoro-2-methoxyphenyl)amino)-2-(3-(2-methoxy-2-methylpropyloxy)pyridin-4-yl)-1,5,6,7-tetrahydro-4H-pyrrolo[3,2-c]pyridin-4-one